1-(6-chloropyrimidin-4-yl)-5-cyclopropyl-3,3-dimethyl-2,3-dihydro-1H-pyrrolo[3,2-b]pyridine ClC1=CC(=NC=N1)N1CC(C2=NC(=CC=C21)C2CC2)(C)C